(S)-quinuclidin-3-yl (7-(3-(tert-butyl)phenyl)-4-methylchroman-4-yl)carbamate C(C)(C)(C)C=1C=C(C=CC1)C1=CC=C2C(CCOC2=C1)(C)NC(O[C@@H]1CN2CCC1CC2)=O